1-([1,1'-biphenyl]-3-yl)-1,1-difluoro-3-methylbutan-2-yl ((S)-1-(((S)-1-hydroxy-3-((S)-2-oxopyrrolidin-3-yl)propan-2-yl)amino)-4-methyl-1-oxopentan-2-yl)carbamate OC[C@H](C[C@H]1C(NCC1)=O)NC([C@H](CC(C)C)NC(OC(C(F)(F)C=1C=C(C=CC1)C1=CC=CC=C1)C(C)C)=O)=O